ClC1=CC=CC2=C1SC(=C2C)C(=O)NCC=2C=C1CN(C(C1=CC2)=O)C2C(NC(CC2)=O)=O 7-Chloro-N-((2-(2,6-dioxopiperidin-3-yl)-1-oxoisoindolin-5-yl)methyl)-3-methylbenzo[b]thiophene-2-carboxamide